(3R,4R)-3-(4-(benzyloxy)-3-(methylamino)benzyl)-4-(3,4-dimethoxybenzyl)dihydrofuran-2(3H)-one C(C1=CC=CC=C1)OC1=C(C=C(C[C@H]2C(OC[C@@H]2CC2=CC(=C(C=C2)OC)OC)=O)C=C1)NC